(3-(1-(3,4-Difluorophenyl)-1H-pyrazol-4-yl)-5-fluorophenyl)methanamine FC=1C=C(C=CC1F)N1N=CC(=C1)C=1C=C(C=C(C1)F)CN